N-((3-fluorooxetan-3-yl)methyl)-5-(pyrido[2,3-b]pyrazin-7-yl)pyrrolo[2,1-f][1,2,4]triazin-2-amine FC1(COC1)CNC1=NN2C(C=N1)=C(C=C2)C2=CC=1C(=NC=CN1)N=C2